BrN1N=NC2=C3C1=CC=CC3=CC=C2 bromo-1H-naphtho[1,8-de][1,2,3]triazine